ClC1=C(C(=CC=C1)Cl)N1C=2N(C3=C(C1=O)C=NC(=N3)NC3=CC(=C(C(=C3)C)C3CCNCC3)C)CCN2 6-(2,6-dichlorophenyl)-2-((3,5-dimethyl-4-(piperidin-4-yl)phenyl)amino)-8,9-dihydroimidazo[1,2-a]pyrimido[5,4-e]pyrimidin-5(6H)-one